N[C@](COC=1C(=CC(=NC1)C1=CC(=NC=C1)NC(OC)=O)C(F)F)(CC(C)C)C (S)-methyl (5-((2-amino-2,4-dimethylpentyl)oxy)-4-(difluoromethyl)-[2,4'-bipyridin]-2'-yl)carbamate